FC1(C[C@@]12CN([C@@H](C2)C(=O)N[C@H](CO)C[C@H]2C(NCCC2)=O)C(=O)C=2NC1=CC=CC(=C1C2)OC)F (3S,6S)-1,1-difluoro-N-[(2S)-1-hydroxy-3-[{3S}-2-oxopiperidin-3-yl]propan-2-yl]-5-(4-methoxy-1H-indole-2-carbonyl)-5-azaspiro[2.4]heptane-6-carboxamide